FC=1C(=NC(=NC1)N[C@H]1C[C@H](CCC1)C(=O)OC)C1=CC(=CC=C1)C=1C(=NC=CC1)OC cis-methyl 3-((5-fluoro-4-(3-(2-methoxypyridin-3-yl)phenyl)pyrimidin-2-yl)amino)cyclohexane-1-carboxylate